2,2,3,5-tetrafluoro-3-(difluoromethyl)sulfolane FC1(S(=O)(=O)C(CC1(C(F)F)F)F)F